COC(C(C1=C(C=CC=C1)Cl)NCC)=O ethylamino-2-chlorophenyl-acetic acid methyl ester